OC(CNC1=CC=CC(=N1)S(=O)(=O)NC(=O)C1CCCC1)C N-((6-((2-hydroxypropyl)amino)pyridin-2-yl)sulfonyl)cyclopentane-1-carboxamide